FC(C1=NC=CC(=C1)NC(C1=NC(=CC=C1)N1C=NC=C1)=O)F N-(2-(difluoromethyl)pyridin-4-yl)-6-(1H-imidazol-1-yl)picolinamide